COC1=NC(=NN2C1=C(C=C2)C=2C=C1N=CC=NC1=CC2)NC2CC(C2)(C)NC(C)=O N-((1r,3r)-3-((4-methoxy-5-(quinoxalin-6-yl)pyrrolo[2,1-f][1,2,4]triazin-2-yl)amino)-1-methylcyclobutyl)acetamide